trimethyl-silicon octanoate C(CCCCCCC)(=O)[O-].C[Si+](C)C